N1=NC(=NC=C1)NC=1C=C(C(=O)NC2=CC=C3C(=CN(C3=C2)C)C=2C=NC(=CC2)OCC)C=CC1C 3-((1,2,4-Triazin-3-yl)amino)-N-(3-(6-ethoxypyridin-3-yl)-1-methyl-1H-indol-6-yl)-4-methylbenzamide